(2E,4E)-3-methyl-5-((1S,2S)-2-methyl-2-(5,5,8,8-tetramethyl-5,6,7,8-tetrahydronaphthalen-2-yl)cyclopropyl)penta-2,4-dienoic acid lysine salt N[C@@H](CCCCN)C(=O)O.C\C(=C/C(=O)O)\C=C\[C@H]1[C@](C1)(C1=CC=2C(CCC(C2C=C1)(C)C)(C)C)C